C1(CCCCCO1)=O epsilone-(epsilone)-caprolactone